CC(C#N)(C)O[Si](C)(C)C 2-methyl-2-(trimethylsiloxy)propionitrile